7,9-dihydro-1H-purine-6,8-dione N1C=NC=2NC(NC2C1=O)=O